FC1=C(C=C(C(=C1)O)F)NC=1C2=C(N=CN1)C=CC(=N2)O[C@@H]2CN(CC2)C(=O)OC(C)(C)C tert-Butyl (S)-3-((4-((2,5-difluoro-4-hydroxyphenyl)amino)pyrido[3,2-d]pyrimidin-6-yl)oxy)pyrrolidine-1-carboxylate